N1=C(C=NC=C1)C(=C)C1=NNC2=NC(=CN=C21)N2CCC1(CC2)[C@@H](C2=CC=CC=C2C1)N (S)-1'-(3-(1-(pyrazin-2-yl)vinyl)-1H-pyrazolo[3,4-b]pyrazin-6-yl)-1,3-dihydro-spiro[inden-2,4'-piperidin]-1-amine